N1CCC(CC1)N1CCOCC1 4-(piperidine-4-yl)morpholine